2-[(2R)-3-(3,4-Dihydro-1H-isochinolin-2-yl)-2-hydroxypropyl]-6-[[1-(2-fluoroethyl)-3-piperidyl]oxy]-3,4-dihydroisochinolin-1-on C1N(CCC2=CC=CC=C12)C[C@H](CN1C(C2=CC=C(C=C2CC1)OC1CN(CCC1)CCF)=O)O